dimethyl-ethanamine hydrochloride Cl.CC(C)(N)C